2-{spiro[2.5]oct-5-en-6-yl}-1,3,2-dioxaborolane C1CC12CC=C(CC2)B2OCCO2